2-[(1-{4-[(1R)-1-(4-Acryloylpiperazin-1-yl)-2-cyclopropylethyl]phenyl}cyclopropyl)amino]-8-(propan-2-yl)pyrido[2,3-d]pyrimidin-7(8H)-on C(C=C)(=O)N1CCN(CC1)[C@H](CC1CC1)C1=CC=C(C=C1)C1(CC1)NC=1N=CC2=C(N1)N(C(C=C2)=O)C(C)C